3-(5-Amino-6-(pyrimidin-4-yl)pyrazin-2-yl)-N-(4-hydroxybicyclo[2.1.1]hexan-1-yl)-4-(methyl-d3)benzenesulfonamide trifluoroacetate salt FC(C(=O)O)(F)F.NC=1N=CC(=NC1C1=NC=NC=C1)C=1C=C(C=CC1C([2H])([2H])[2H])S(=O)(=O)NC12CCC(C1)(C2)O